N-[4-(4-amino-7-tetrahydropyran-4-yl-7H-pyrrolo[2,3-d]pyrimidin-5-yl)phenyl]-5-(5-Fluoropyridin-2-yl)-1-isopropyl-4-oxo-1,4-dihydropyridazine-3-carboxamide NC=1C2=C(N=CN1)N(C=C2C2=CC=C(C=C2)NC(=O)C2=NN(C=C(C2=O)C2=NC=C(C=C2)F)C(C)C)C2CCOCC2